FC(C[Si](OCCC)(OCCC)OCCC)C 2-fluoropropyltri-n-propoxysilane